COC(=O)C1CCC(CC1)C=1C=C2C(NC(=NC2=CC1OC)C)=C=O (1R,4R)-4-(7-methoxy-2-methyl-4-carbonyl-3,4-dihydroquinazolin-6-yl)cyclohexane-1-carboxylic acid methyl ester